C(C)OC(=O)C=1C(C(=C(NC1C)C)C(=O)OC)C1=CC(=CC=C1)[N+](=O)[O-] 2,6-dimethyl-4-(3-nitrophenyl)-1,4-dihydro-3,5-pyridinedicarboxylic acid methyl ethyl ester